C(C)(C)(C)C1=CC=C(C=C1)N1C2=CC=CC=C2OC=2C=CC(=CC12)Cl 10-(4-(tert-butyl)phenyl)-2-chloro-10h-phenoxazine